2-((2-(naphthalen-2-ylamino)-2-oxoethyl)amino)benzoic acid C1=C(C=CC2=CC=CC=C12)NC(CNC1=C(C(=O)O)C=CC=C1)=O